NCC(C(C)(C)F)(O)C1=NC(=C(C(=C1)C(C)(C)O)F)C1=CC=C(C=C1)F 1-Amino-3-fluoro-2-(5-fluoro-6-(4-fluorophenyl)-4-(2-hydroxypropan-2-yl)pyridin-2-yl)-3-methylbutan-2-ol